P.P.[Cu] copper bisphosphine